(R)-3-methyl-6-((2-(trimethylsilyl)ethoxy)methyl)-1,2,3,6-tetrahydropyrrolo[3',2':5,6]pyrido[2,3-b][1,4]oxazine C[C@@H]1CNC2=C(O1)N=C1C(=C2)C=CN1COCC[Si](C)(C)C